Br.C[C@@H]1NC[C@@H](NC1)C cis-2,5-dimethylpiperazine hydrobromide